monomethyl-dicarboxymethyl-isocyanuric acid CN1C(N(C(NC1=O)=O)C(C(=O)O)C(=O)O)=O